18-[p-(4-aminobutylamino)phenyl]octadecyl-phosphorylcholine NCCCCNC1=CC=C(C=C1)CCCCCCCCCCCCCCCCCCP(=O)=C(O)C[N+](C)(C)C